C(=C)[Si](O[Si](C1=CC=CC=C1)(O[Si](C=C)(C)C)O[Si](C=C)(C)C)(C)C tri(vinyl-dimethyl-siloxy)phenyl-silane